(E)-1-propenyl propyl trisulfide C(CC)SSS\C=C\C